(1R,2S)-1-amino-3,3-dimethyl-1-phenylbutanol N[C@](CC(C)(C)C)(O)C1=CC=CC=C1